C(C)(C)(C)C1=CC(=NN1C1CN(CC1)C)NC=1N(C=2C(=NC=C(C2)OC2=CC(=NC=C2)NC(=O)C2CC2)N1)C N-(4-((2-((5-(tert-butyl)-1-(1-methylpyrrolidin-3-yl)-1H-pyrazol-3-yl)amino)-1-methyl-1H-imidazo[4,5-b]pyridin-6-yl)oxy)pyridin-2-yl)cyclopropanecarboxamide